[Cl-].[Cl-].C[Si](=[Zr+2](C1C(=CC2=C(C=C(C=C12)C)C1=CC(=CC(=C1)C)C)C)C1C(=CC2=C(C(=C(C=C12)C(C)(C)C)OC)C1=CC(=CC(=C1)C)C)C)C dimethylsilanediyl[2-methyl-4-(3,5-dimethylphenyl)-5-methoxy-6-tert-butyl-inden-1-yl][2,6-dimethyl-4-(3,5-dimethylphenyl)-inden-1-yl]zirconium dichloride